C(C1=CC=CC=C1)N1C(C2=C(C=C1)CCN2C([C@H](C2CCCCC2)NC([C@H](C)NC)=O)=O)=O (S)-N-((S)-2-(6-benzyl-7-oxo-2,3,6,7-tetrahydro-1H-pyrrolo[2,3-c]pyridine-1-yl)-1-cyclohexyl-2-oxoethyl)-2-(methylamino)propanamide